5-((1S,5R)-1-(5-(1-methylpiperidin-4-yl)-1,3,4-oxadiazol-2-yl)-5-(trifluoromethyl)-3-azabicyclo[3.1.0]hexan-3-yl)quinoline-8-carbonitrile CN1CCC(CC1)C1=NN=C(O1)[C@@]12CN(C[C@]2(C1)C(F)(F)F)C1=C2C=CC=NC2=C(C=C1)C#N